bis-(mono-n-butylamino)dimethylsilane C(CCC)N[Si](C)(C)NCCCC